2-Cyclopentyl-4-(2-(3-cyclopropylphenyl)-2H-pyrazolo[4,3-b]pyridin-7-yl)benzoic Acid C1(CCCC1)C1=C(C(=O)O)C=CC(=C1)C=1C=2C(N=CC1)=CN(N2)C2=CC(=CC=C2)C2CC2